[(3R,5S)-1-(8-Cyano-quinolin-5-yl)-5-fluoro-piperidin-3-yl]-carbamic acid tert-butyl ester C(C)(C)(C)OC(N[C@H]1CN(C[C@H](C1)F)C1=C2C=CC=NC2=C(C=C1)C#N)=O